1,2,3-trifluoro-1-iodo-propane FC(C(CF)F)I